aluminum-calcium [Ca].[Al]